C=C(C)C1=CC=C2C(=NC=NN21)N 7-(prop-1-en-2-yl)pyrrolo[2,1-f][1,2,4]Triazin-4-amine